FC1=CC=C(C(=O)N(C(C#C)=O)CCCOC=2C(=CC(=C(C(=O)OC)C2)NC(C#C)=O)OC)C=C1 methyl 5-(3-(4-fluoro-N-propioloylbenzamido)propoxy)-4-methoxy-2-propiolamidobenzoate